CC(C)N1CCC(CC1)N1CCN(CCC1)C1=NC(=CC=C1)C1=NOC(=N1)C1=CC=NC=C1 1-[1-(Propan-2-yl)piperidin-4-yl]-4-{6-[5-(pyridine-4-yl)-1,2,4-oxadiazol-3-yl]pyridine-2-yl}-1,4-diazepane